CC=1C=C(CC2CC3(CN(C3)C(=O)C3CC(C3)(C)O)C2)C=CC1C (6-(3,4-Dimethylbenzyl)-2-azaspiro[3.3]heptan-2-yl)((1s,3s)-3-hydroxy-3-methylcyclobutyl)methanon